C(CCCCCCCCCCCCCCCCCCC(=O)N)CCCCCCCCCCCCCCCCCC(=O)N Ethylenebis-stearic acid amide